FC1(C(C(=O)N)C=CC=C1)OC 2-fluoro-2-methoxy-benzamide